[(3R,9aS)-3-(4-Chloro-2-pyridyl)-3,4,6,7,9,9a-hexahydro-1H-pyrazino[2,1-c][1,4]oxazin-8-yl]-(2-chloro-3-methoxyphenyl)methanon ClC1=CC(=NC=C1)[C@H]1CN2[C@H](CO1)CN(CC2)C(=O)C2=C(C(=CC=C2)OC)Cl